ClC1=C(C(=C(C2=CC(=CC=C12)F)O)C(=O)O)O chloro-7-fluoro-1,3-dihydroxy-2-naphthoic acid